4-Fluoro-pyrrolidine FC1CCNC1